4-(4-chloro-5-phenyl-pyrrolo[2,3-d]pyrimidin-7-yl)-benzoic acid ClC=1C2=C(N=CN1)N(C=C2C2=CC=CC=C2)C2=CC=C(C(=O)O)C=C2